COC1=C(C=CC(=C1)OC)S(=O)(=O)NC1=CC=C(C=C1)NC1=NC(=NC=C1)N1CCCC1 2,4-dimethoxy-N-(4-((2-(pyrrolidin-1-yl)pyrimidin-4-yl)amino)phenyl)benzenesulfonamide